4,5-diphenyl-3H-1,2-dithiole-3-thione C1(=CC=CC=C1)C=1C(SSC1C1=CC=CC=C1)=S